C(C)(=O)N1CCC2(CC1)C(N(C1=CC(=CC=C12)C1=CC2=C(C(=N1)NC=1C=CC(=C(C(=O)NC(C)C)C1)C)N(C=N2)C(C)C)C2CC(C2)N2CCCCC2)=O 5-((6-(1'-acetyl-2-oxo-1-((1s,3s)-3-(piperidin-1-yl)cyclobutyl)spiro[indoline-3,4'-piperidin]-6-yl)-3-isopropyl-3H-imidazo[4,5-c]pyridin-4-yl)amino)-N-isopropyl-2-methylbenzamide